NC1=NC=CC=C1C1=NC=2C(=NC(=CC2)N2N=CC=C2)N1C=1C=C2CC[C@@H](C2=CC1)NC1CCN(CC1)C(\C=C\C(C)(C)C)=O (S,E)-1-(4-((5-(2-(2-aminopyridin-3-yl)-5-(1H-pyrazol-1-yl)-3H-imidazo[4,5-b]pyridin-3-yl)-2,3-dihydro-1H-inden-1-yl)amino)piperidin-1-yl)-4,4-dimethylpent-2-en-1-one